benzyl (1R,2S,5S)-3-[(2S)-2-(bicyclo[1.1.1]pentane-1-carbonylamino)-3,3-dimethyl-butanoyl]-6,6-dimethyl-3-azabicyclo[3.1.0]hexane-2-carboxylate C12(CC(C1)C2)C(=O)N[C@H](C(=O)N2[C@@H]([C@H]1C([C@H]1C2)(C)C)C(=O)OCC2=CC=CC=C2)C(C)(C)C